FC=1C=C(C=C(C1)F)C1=NC=CC(=C1F)CC1N(C2CC(C1=O)C2)C(=O)OC(C)(C)C tert-Butyl 3-{[2-(3,5-difluorophenyl)-3-fluoropyridin-4-yl]methyl}-4-oxo-2-azabicyclo[3.1.1]heptane-2-carboxylate